ClC=1C=C(C=CC1Cl)N1N=C(C(C1)C)N 1-(3,4-dichlorophenyl)-4-methyl-4,5-dihydro-1H-pyrazol-3-amine